4-(1-((6-((6-azaspiro[3.4]octan-6-yl)methyl)imidazo[1,2-a]pyridine-2-yl)methyl)-1H-1,2,3-triazol-4-yl)-6-iodo-1H-indazole C1CCC12CN(CC2)CC=2C=CC=1N(C2)C=C(N1)CN1N=NC(=C1)C1=C2C=NNC2=CC(=C1)I